O=C1NC(CCC1N1C(C2=CC=CC(=C2C1=O)NCCCOC1=CC=C(C=C1)C1=NC=C(C=N1)NC(C)=O)=O)=O N-{2-[4-(3-{[2-(2,6-dioxopiperidin-3-yl)-1,3-dioxo-2,3-dihydro-1H-isoindol-4-yl]amino}propoxy)phenyl]pyrimidin-5-yl}acetamide